N1=C(N=CC=C1)C1=C(C2=CC=CC=C2C=C1)C1=CC=CC2=CC=CC=C12 pyrimidinyl-binaphthyl